O1CCC(CC1)N1CC2=NC(=C(C=C2C1=O)CC1=CC=C(C=C1)N1N=CC=C1)C 6-(tetrahydro-pyran-4-yl)-2-methyl-3-(4-pyrazol-1-yl-benzyl)-6,7-dihydro-pyrrolo[3,4-b]pyridin-5-one